ClC1=CC=C2C=CC(=CC2=C1NC(C=C)=O)C1=CC=CC(=N1)C(=O)NC1CCC(CC1)N(C)CCOC 6-[7-chloro-8-(prop-2-enamido)naphthalen-2-yl]-N-[(1s,4s)-4-[(2-methoxyethyl)(methyl)amino]cyclohexyl]pyridine-2-carboxamide